4-amino-3-[6-(4'-chloro-4-methylbiphenyl-2-yl)pyridin-3-ylazo]naphthalene-1-sulfonic acid NC1=C(C=C(C2=CC=CC=C12)S(=O)(=O)O)N=NC=1C=NC(=CC1)C1=C(C=CC(=C1)C)C1=CC=C(C=C1)Cl